BrC1=NC=CC(=C1)C=1OC2=C(N1)C=CC(=C2)F 2-(2-Bromopyridin-4-yl)-6-fluorobenzo[d]oxazole